NC1=NNC2=C(C=C(C(=C12)OC1=C(C=CC(=C1)F)Cl)NC(C1=CC(=CC(=C1)C(F)(F)F)F)=O)CNC1CCC1 N-[3-amino-4-(2-chloro-5-fluorophenoxy)-7-[(cyclobutylamino)methyl]-1H-indazol-5-yl]-3-fluoro-5-(trifluoromethyl)benzamide